BrC1=NC(=CC(=C1)C(=O)O)Br 2,6-dibromopyridine-4-carboxylic acid